4-amino-7-fluoro-N,1,3-trimeth-yl-N-((4S)-7-(trifluoromethyl)-3,4-dihydro-1H-2-benzopyran-4-yl)-1H-pyrazolo[4,3-c]quinoline-8-carboxamide NC1=NC=2C=C(C(=CC2C2=C1C(=NN2C)C)C(=O)N([C@@H]2COCC1=C2C=CC(=C1)C(F)(F)F)C)F